C1(CC1)C=1C(=C2C(C(N(C2=CC1)CC(=O)N[C@@H]([C@@H](CC(=O)OC(C)(C)C)C)C)=O)(C)C)F tert-butyl (3R,4R)-4-(2-(5-cyclopropyl-4-fluoro-3,3-dimethyl-2-oxoindolin-1-yl)acetamido)-3-methylpentanoate